CC1(CN(CCC1)C(=O)NC1=NC(=CC=C1)C)C 3,3-dimethyl-N-(6-methylpyridin-2-yl)piperidine-1-carboxamide